N-(4-(Chlorodifluoromethoxy)phenyl)-1-(1,1-dioxothien-3-yl)-7-(pyrimidin-5-yl)-1H-benzo[d]Imidazole-5-carboxamide ClC(OC1=CC=C(C=C1)NC(=O)C1=CC2=C(N(C=N2)C2=CS(C=C2)(=O)=O)C(=C1)C=1C=NC=NC1)(F)F